6-amino-7-(4-phenoxyphenyl)-9-(piperidin-4-yl)purin-8-one hydrochloride Cl.NC1=C2N(C(N(C2=NC=N1)C1CCNCC1)=O)C1=CC=C(C=C1)OC1=CC=CC=C1